dimethyloldihydroxypropionic acid ethyl ester C(C)OC(C(C(CO)CO)(O)O)=O